CC(C)=N Propane-2-imine